O=C1NC(CCC1N1CC2=C(C=C(C=C2C1=O)OC(N(C=1C=NC(=CC1)C(C)(C)C)C)=O)F)=O (2-(2,6-dioxopiperidin-3-yl)-7-fluoro-3-oxoisoindolin-5-yl)methyl(6-(tert-butyl)pyridin-3-yl)carbamate